FC(N1N=CC(=C1)C=1C=C(C=2N(C1)N=CC2C#N)C=2C=NC(=CC2)F)F 6-(1-(difluoromethyl)-1H-pyrazol-4-yl)-4-(6-fluoropyridin-3-yl)pyrazolo[1,5-a]pyridine-3-carbonitrile